(2S,12R,12aS)-8-(trifluoromethyl)-1,2,3,5,6,11,12,12a-octahydro-2,12-methanopyrrolo[1',2':1,2]azepino[4,5-b]indole FC(C=1C=C2C3=C(NC2=CC1)[C@H]1[C@H]2N(CC3)C[C@H](C2)C1)(F)F